(6-(4-hydroxy-3,5-dimethoxyphenyl)-1,3,3a,4,6,6a-hexahydrofuro[3,4-c]furan-3-yl)phenolate OC1=C(C=C(C=C1OC)C1OCC2C1COC2C2=C(C=CC=C2)[O-])OC